C1(O)=C(C(O)=CC=C1)C1CCC(=O)OC1=O resorcinol-glutaric anhydride